ClC1=C(C(=O)N2COC3=C(C2)C=CC=C3C3=CC(=C(C(=O)O)C=C3F)N3CCOCC3)C(=CC(=C1)N1CCNCCC1)Cl 4-[3-[2,6-Dichloro-4-(1,4-diazepan-1-yl)benzoyl]-2,4-dihydro-1,3-benzoxazin-8-yl]-5-fluoro-2-morpholin-4-ylbenzoic acid